FC(OC[C@@H](C1=CC(=CC=C1)OC(F)(F)F)NC(C[C@H](C(C)(C)C)O)=O)F N-((R)-2-(difluoromethoxy)-1-(3-(trifluoromethoxy)phenyl)ethyl)-3-(R)-hydroxy-4,4-dimethylpentanamide